BrCCOC1=CC(=C(C=C1)O)F 4-(2-bromoethoxy)-2-fluorophenol